C(C1=CC=CC=C1)C(N)C1=CC=CC=C1 benzyl-1-phenylmethanamine